NC1=C(C=2C(=NC=C(C2S1)F)C=1C2=C(C=3C=NC(=NC3C1F)N1[C@H]([C@H](CC1)NC[C@H](C)O)C)COC2)C#N 2-Amino-7-fluoro-4-(5-fluoro-3-((2S,3S)-3-(((S)-2-hydroxypropyl)amino)-2-methylpyrrolidin-1-yl)-7,9-dihydrofuro[3,4-f]quinazolin-6-yl)thieno[3,2-c]pyridine-3-carbonitrile